O=C1NC(CCC1N1C(C2=CC=C(C=C2C1)NC(=O)N1C2=CC=C(C=C2CC12COC2)F)=O)=O N-(2-(2,6-dioxopiperidin-3-yl)-1-oxoisoindolin-5-yl)-5-fluorospiro[indoline-2,3'-oxetane]-1-carboxamide